1,2,4-trimethylpiperidine CN1C(CC(CC1)C)C